P(=O)(O)(O)O.O=C(CC(CC1=C(C=C(C(=C1)F)F)F)N)N1CC=2N(CC1)C(=NN2)C(F)(F)F 4-oxo-4-[3-(trifluoromethyl)-5,6-dihydro[1,2,4]triazolo[4,3-a]pyrazin-7(8H)-yl]-1-(2,4,5-trifluorophenyl)butan-2-amine phosphate